NC1CCC(CC1)CN1CCC(CC1)(OC)CC1=CC2=C(N(C(N2C)=O)C2C(NC(CC2)=O)=O)C=C1 3-[5-[[1-[(4-Aminocyclohexyl)methyl]-4-methoxy-4-piperidyl]methyl]-3-methyl-2-oxo-benzimidazol-1-yl]piperidine-2,6-dione